2-(4-chloro-3-(trifluoromethyl)phenoxy)-5-(((9a-methyl-1-oxo-6,7,8,9,9a,10-hexahydro-1H-pyrido[1',2':3,4]imidazo[1,2-c]pyrimidin-3-yl)oxy)methyl)benzonitrile ClC1=C(C=C(OC2=C(C#N)C=C(C=C2)COC=2C=C3N(C(N2)=O)CC2(N3CCCC2)C)C=C1)C(F)(F)F